O=C1NC(CCC1N1CC2=CC(=C(C=C2C1=O)C#N)S(=O)(=O)C)=O 2-(2,6-dioxopiperidin-3-yl)-6-(methylsulfonyl)-3-oxoisoindoline-5-carbonitrile